C(C)(C)C1=C(NC2=CC=C(C=C12)C1CCN(CC1)CCS(=O)(=O)C)C=1C=C(C=2N(C1)N=CN2)CO (6-(3-isopropyl-5-(1-(2-(methyl-sulfonyl)ethyl)piperidin-4-yl)-1H-indol-2-yl)-[1,2,4]triazolo[1,5-a]pyridin-8-yl)methanol